C(#N)C=1C(=NC=NC1)OC1=CC=C(C=C1)F 5-Cyano-4-(4-fluorophenoxy)pyrimidin